(S)-19-(2-((1,2-dimethylhydrazino)methyl)-1H-indol-1-yl)-7,10,13-tris(2-methoxyethyl)-2,3-dimethyl-4,8,11,14,17-pentaoxo-3,7,10,13,16-pentaazanonadecane-1-carboxylic acid CN(NC)CC=1N(C2=CC=CC=C2C1)CCC(NCC(N(CC(N(CC(N(CCC(N([C@H](CC(=O)O)C)C)=O)CCOC)=O)CCOC)=O)CCOC)=O)=O